1-(4-(1-(4-fluorophenyl)-1H-1,2,4-triazol-3-yl)piperazin-1-yl)-2-(4-methyl-1,2,5-oxadiazol-3-yl)ethan-1-one FC1=CC=C(C=C1)N1N=C(N=C1)N1CCN(CC1)C(CC1=NON=C1C)=O